2-Chloro-N-[1-(4-fluorophenyl)-1H-indazol-4-yl]-5-[({[1-(trifluoromethyl)cyclopropyl]carbonyl}amino)methyl]benzamide ClC1=C(C(=O)NC2=C3C=NN(C3=CC=C2)C2=CC=C(C=C2)F)C=C(C=C1)CNC(=O)C1(CC1)C(F)(F)F